FC(C1=C(C=NN1)C(=O)O)(F)F 5-trifluoromethyl-1H-Pyrazole-4-carboxylic acid